NC=1C(=NON1)C(=O)N1C[C@H]2NS(C=3C(OC[C@H]2C1)=C(N(C3)C)C(=O)NC3=CC(=C(C(=C3)F)F)F)(=O)=O cis-2-(4-Amino-1,2,5-oxadiazol-3-carbonyl)-7-methyl-N-(3,4,5-trifluorophenyl)-2,3,3a,4,10,10a-hexahydro-1H,7H-dipyrrolo[3,4-b:3',4'-f][1,4,5]oxathiazocin-8-carboxamid-5,5-dioxid